Cl.NCC=1C=2C=CC(=CC2CCC1)N1C(CCC1)=O 1-[5-(aminomethyl)-7,8-dihydronaphthalen-2-yl]pyrrolidin-2-one, hydrochloride